OC1CN(C1)C(=O)C=1N(C=C2N(C(N(C(C21)=O)C)=O)CC(C)C)CC2=CC=CC1=CC=CC=C21 5-(3-hydroxyazetidine-1-carbonyl)-1-isobutyl-3-methyl-6-(naphthalen-1-ylmethyl)-1,6-dihydro-2H-pyrrolo[3,4-d]pyrimidine-2,4(3H)-dione